5-(1H-pyrrolo[2,3-b]pyridin-4-yl)pyrazin-2(1H)-one N1C=CC=2C1=NC=CC2C=2N=CC(NC2)=O